C(C)(=O)C1CC2(CC(C2)NC(=O)NCC2=CC=C(C=C2)Cl)C1 1-(6-acetylspiro[3.3]hept-2-yl)-3-(4-chlorobenzyl)urea